2-({9,10-dimethoxy-4-oxo-6H,7H-pyrimido[4,3-a]isoquinolin-2-yl}(2,4,6-trimethylphenyl)amino)cyclopropane-1-carboxylic acid COC=1C=C2CCN3C(C2=CC1OC)=CC(=NC3=O)N(C3C(C3)C(=O)O)C3=C(C=C(C=C3C)C)C